1-[6-(1-Benzofuran-2-yl)-3,3-dimethyl-1H,2H,3H-pyrrolo[3,2-c]pyridin-1-yl]-2-[(2R,5R)-2-(methoxymethyl)-5-methylpiperazin-1-yl]ethan O1C(=CC2=C1C=CC=C2)C2=CC1=C(C=N2)C(CN1CCN1[C@H](CN[C@@H](C1)C)COC)(C)C